CN1CCN(CC1)CC1=CC(=C(N)C=C1)C(F)(F)F 4-((4-METHYLPIPERAZIN-1-YL)METHYL)-2-(TRIFLUOROMETHYL)ANILINE